(S)-4-(6-methylfuro[3,2-c]pyridin-4-yl)-N-[1-(pyrimidin-2-yl)pyrrolidin-3-yl]benzamide CC1=CC2=C(C(=N1)C1=CC=C(C(=O)N[C@@H]3CN(CC3)C3=NC=CC=N3)C=C1)C=CO2